2-[(1R)-1-cyclopropyl-2-hydroxy-2-methyl-propyl]-7-[4-(2-methyloxazol-5-yl)phenyl]isoindolin-1-one C1(CC1)[C@H](C(C)(C)O)N1C(C2=C(C=CC=C2C1)C1=CC=C(C=C1)C1=CN=C(O1)C)=O